C(C)(C)(C)OC(N(C)C1=NC=NC(=C1C1=CC=2C(=CN=C(C2)Cl)N1C)OC)=O (5-(5-chloro-1-methyl-1H-pyrrolo[2,3-c]pyridin-2-yl)-6-methoxypyrimidin-4-yl)(methyl)carbamic acid tert-butyl ester